C(C)(C)(C)OC(=O)N1[C@@H](C[C@H](C1)C1CCCCC1)C(=O)O (2S,4S)-1-(tert-butoxycarbonyl)-4-cyclohexylpyrrolidine-2-carboxylic acid